gold-iron trisulfide [Fe](=S)(=S)=S.[Au]